IC1=CN(C(N(C1=O)CC(=O)OCCCC)=O)C butyl 2-(5-iodo-3-methyl-2,6-dioxo-3,6-dihydropyrimidin-1(2H)-yl)acetate